FC=1C=C(C=O)C=C(C1)O 3-fluoro-5-hydroxy-benzaldehyde